[V].[Zn].[Pb] Lead-zinc-vanadium